ClC1=C(C=CC(=C1)F)C=1N=C(SC1)C1=C(C(=O)N)C=CC(=C1)OC [4-(2-chloro-4-fluoro-phenyl)thiazol-2-yl]-4-methoxy-benzamide